FC=1C(=C(C(=CC1)F)C=1C=CC=2N(C1)C=C(N2)NC(=O)[C@H]2[C@H](C2)F)C (1s,2s)-N-(6-(3,6-difluoro-2-methylphenyl)imidazo[1,2-a]pyridin-2-yl)-2-fluorocyclopropane-1-carboxamide